CC1=CC=CC2=C1N=C(S2)N methylbenzothiazol-2-amine